COC1=NC(=NC(=C1)OC)[Se]C1=C(C(=O)O)C=CC=C1 2-((4,6-dimethoxypyrimidin-2-yl)seleno)benzoic acid